1-benzyl-N-(4-cyanobenzyl)-1H-pyrazole-4-carboxamide C(C1=CC=CC=C1)N1N=CC(=C1)C(=O)NCC1=CC=C(C=C1)C#N